1-(7-cyclobutylpyrazolo[1,5-a]pyrimidin-6-yl)-3-[1-[5-[4-[2-(2,6-dioxo-3-piperidyl)-1-oxo-isoindolin-5-yl]piperazin-1-yl]-5-oxo-pentyl]-3-(trifluoromethyl)pyrazol-4-yl]urea C1(CCC1)C1=C(C=NC=2N1N=CC2)NC(=O)NC=2C(=NN(C2)CCCCC(=O)N2CCN(CC2)C=2C=C1CN(C(C1=CC2)=O)C2C(NC(CC2)=O)=O)C(F)(F)F